FC=1C=C2CCCN3C2=C(C1)N(C3=O)C3=NC(=NC=C3)NC=3C(=CC(=C(C3)NC(C=C)=O)N3CC(C3)N3CC(C3)OC)OC N-(5-((4-(8-fluoro-2-oxo-5,6-dihydro-4H-imidazo[4,5,1-ij]quinolin-1(2H)-yl)pyrimidin-2-yl)amino)-4-methoxy-2-(3-methoxy-[1,3'-biazetidin]-1'-yl)phenyl)acrylamide